OCC1(OCC(C1O)O)C 2-(hydroxymethyl)-2-methyltetrahydrofuran-3,4-diol